C1(CC1)C1=C(C=NC2=CC=CN=C12)C(=O)O 4-cyclopropyl-1,5-naphthyridine-3-carboxylic acid